N(=[N+]=[N-])CC1=C2C=CNC2=CC(=C1OC1=CC(=C(C=C1)F)C1=NC(=NN1C)C(C)(CCCOC(C)(C#C)C)C1=CC(=CC=C1)Br)F 4-(azidomethyl)-5-(3-(3-(2-(3-bromophenyl)-5-((2-methylbut-3-yn-2-yl)oxy)pentan-2-yl)-1-methyl-1H-1,2,4-triazol-5-yl)-4-fluorophenoxy)-6-fluoro-1H-indole